(R,E)-3-(5-bromo-1H-pyrrolo[2,3-b]pyridin-3-yl)-N-(1-(3,4-dimethoxyphenyl)ethyl)acrylamide BrC=1C=C2C(=NC1)NC=C2/C=C/C(=O)N[C@H](C)C2=CC(=C(C=C2)OC)OC